secondary butyl-tin dilaurate C(CCCCCCCCCCC)(=O)[O-].C(CCCCCCCCCCC)(=O)[O-].C(C)(CC)[Sn+2]